N1C=NC=C1\C=C\1/C(NC2=CC=C(C=C12)NCC=1C(=NC=C(C1)F)OC)=O (Z)-3-((1H-imidazol-5-yl)methylene)-5-(((5-fluoro-2-methoxypyridin-3-yl)methyl)amino)indolin-2-one